dihydroxydiphenyl-ethylene OC(=C(C1=CC=CC=C1)O)C1=CC=CC=C1